ClC1=C(C=CC(=C1)Cl)C1(CC1)C1=NOC(=N1)C1=CC(=NN1CCC(=O)O)C(F)F 3-[5-[3-[1-(2,4-dichlorophenyl)cyclopropyl]-1,2,4-oxadiazol-5-yl]-3-(difluoromethyl)pyrazol-1-yl]propanoic acid